Cl.N[C@@H](C(=O)OC)CC methyl (2R)-2-aminobutanoate hydrochloride